O=C1CCC2(CN(C2)C(=O)OCC2=CC=CC=C2)CC1 benzyl 7-oxo-2-azaspiro[3.5]nonane-2-carboxylate